((1r,3r)-3-((4-bromo-5-methoxypyridin-3-yl)oxy)cyclobutyl)carbamic acid tert-butyl ester C(C)(C)(C)OC(NC1CC(C1)OC=1C=NC=C(C1Br)OC)=O